BrC1=C(C(=CC2=C1C[C@](O2)(C2=CC=CC=C2)[C@@H]2C[C@H](CN2)O)F)Cl (3R,5S)-5-((S)-4-Bromo-5-chloro-6-fluoro-2-phenyl-2,3-dihydrobenzofuran-2-yl)pyrrolidin-3-ol